2-(ethoxymethoxy)benzene-1,4-diamine C(C)OCOC1=C(C=CC(=C1)N)N